NC=1C=CC(=NC1)C(=O)NCCOCCN1C(=NC=2C(=NC=3C=CC=CC3C21)N)CCCC 5-amino-N-(2-(2-(4-amino-2-butyl-1H-imidazo[4,5-c]quinolin-1-yl)ethoxy)ethyl)picolinamide